tert-butyl 4-[(6-bromopyridin-2-yl)(methyl)amino]piperidine-1-carboxylate BrC1=CC=CC(=N1)N(C1CCN(CC1)C(=O)OC(C)(C)C)C